4-benzoylbenzyl-trimethylammonium chloride [Cl-].C(C1=CC=CC=C1)(=O)C1=CC=C(C[N+](C)(C)C)C=C1